methyl 2-bromo-3-(4-methoxyphenyl)-3-oxopropanoate BrC(C(=O)OC)C(=O)C1=CC=C(C=C1)OC